ClC=1C=CC(=C(C1)C1=NN(C=C1NC(=O)C=1C=NN2C1N=CC=C2)[C@H]2C(NCC2)=O)OC(F)F |r| racemic-N-[3-[5-chloro-2-(difluoromethoxy)phenyl]-1-(2-oxopyrrolidin-3-yl)-1H-pyrazol-4-yl]pyrazolo[1,5-a]pyrimidine-3-carboxamide